(R)-3-amino-5-bromo-4-((6-ethoxy-6-oxohexane-2-yl)amino)benzoic acid methyl ester COC(C1=CC(=C(C(=C1)Br)N[C@H](C)CCCC(=O)OCC)N)=O